FC=1C=NC(=NC1)N1C[C@@H](CC1)C(C(=O)N1CCOC2=C(C1)C=NC=C2C#N)(C)C 4-[2-[(3S)-1-(5-fluoropyrimidin-2-yl)pyrrolidin-3-yl]-2-methyl-propionyl]-3,5-dihydro-2H-pyrido[3,4-f][1,4]oxaazepine-9-Carbonitrile